ethanol, phosphonium salt [PH4+].C(C)O